N-(6-(2-chloro-4-fluorophenoxy)benzo[d]thiazol-2-yl)-3-hydroxy-4-methoxypicolinamide ClC1=C(OC2=CC3=C(N=C(S3)NC(C3=NC=CC(=C3O)OC)=O)C=C2)C=CC(=C1)F